6-(3-Chloro-6-(difluoromethyl)-2-fluorophenyl)-N-(1-((2-(2-(((2,2-difluoroethyl)amino)methyl)pyrrolidin-1-yl)pyrimidin-5-yl)methyl)-1H-pyrazol-4-yl)pyrazine-2-carboxamide ClC=1C(=C(C(=CC1)C(F)F)C1=CN=CC(=N1)C(=O)NC=1C=NN(C1)CC=1C=NC(=NC1)N1C(CCC1)CNCC(F)F)F